C(C(=O)O)(=O)O.C1OCC12NCCOC2 2,8-Dioxa-5-azaspiro[3.5]nonane oxalate salt